2-hydroxy-3-[TRIS(hydroxymethyl)methylamino]-1-propanesulfonic acid OC(CS(=O)(=O)O)CNC(CO)(CO)CO